7-fluoro-N-methyl-N-Phenyl-[1,2,4]triazolo[4,3-a]quinazolin-5-amine FC=1C=C2C(=NC=3N(C2=CC1)C=NN3)N(C3=CC=CC=C3)C